C(C)C1=CC2=C(C(N(N=C2C(C)C)CC(=O)NC2=NC=C(C=N2)F)=O)S1 2-(2-Ethyl-4-isopropyl-7-oxo-thieno[2,3-d]pyridazin-6-yl)-N-(5-fluoropyrimidin-2-yl)acetamide